NC1=NC(=C(C(=N1)N[C@H](CCO)CCC)CC1=CC=C(C(=O)OC)C=C1)C (S)-Methyl 4-((2-amino-4-((1-hydroxyhexan-3-yl)amino)-6-methylpyrimidin-5-yl)methyl)benzoate